C[C@@H]1O[C@@H](CN(C1)C1CCN(CC1)C1=C(C=C(C(=C1)OC)NC1=NC=NC(=C1)N1OCC[C@@H]1C1=CC=CC=C1)NC(C=C)=O)C N-(2-(4-((2S,6R)-2,6-dimethylmorpholino)piperidine-1-yl)-4-methoxy-5-((6-((R)-3-phenylisoxazolidine-2-yl)pyrimidine-4-yl)amino)phenyl)acrylamide